1-(4-methoxybenzyl)-4-nitro-1H-pyrazole-3-carboxylic acid methyl ester COC(=O)C1=NN(C=C1[N+](=O)[O-])CC1=CC=C(C=C1)OC